C(CC)[Si](O[SiH](C)C)(O[SiH](C)C)O[SiH](C)C propyltris(dimethylsiloxy)silane